C(C=1C(C(=O)OOC(C)(C)C)=CC=CC1)(=O)OOC(C)(C)C di-t-butyl diperoxyphthalate